1,3-diaminocyclohexylamine NC1(CC(CCC1)N)N